5-((4-(3-amino-6-(5-fluoro-2-hydroxyphenyl)pyridazin-4-yl)piperazin-1-yl)methyl)-2-(2,4-dioxotetrahydropyrimidin-1(2H)-yl)isoindoline-1,3-dione NC=1N=NC(=CC1N1CCN(CC1)CC=1C=C2C(N(C(C2=CC1)=O)N1C(NC(CC1)=O)=O)=O)C1=C(C=CC(=C1)F)O